2-((4-((3-(3-chloro-2-fluorophenyl)-3-phenylureido)methyl)cyclohexyl)methoxy)acetic acid ClC=1C(=C(C=CC1)N(C(NCC1CCC(CC1)COCC(=O)O)=O)C1=CC=CC=C1)F